lithium fluorosulfonyl-trifluorosulfimide FS(=O)(=O)S(=NF)(F)F.[Li]